(3-phenylpropyl)-9-oxa-6-azaspiro[4.5]decane-6-carboxamide C1(=CC=CC=C1)CCCC1CCCC12N(CCOC2)C(=O)N